5-((4-(4-(chloromethyl)phenoxy)tetrahydro-2H-pyran-4-yl)ethynyl)-3-hydroxypyridinium ClCC1=CC=C(OC2(CCOCC2)C#CC=2C=C(C=[NH+]C2)O)C=C1